BrC1=CC=C(C=C1)C1=CC(=NO1)C1=CC=C(C=C1)CC 5-(4-bromophenyl)-3-(4-ethylphenyl)-1,2-oxazole